C(=O)C(C(=O)[O-])C(O)(C(=O)[O-])CC(=O)[O-] 2-formyl-citrate